1-(2-cyclobutylethyl)piperidin C1(CCC1)CCN1CCCCC1